NCC#CC=1OC(=CN1)C(=O)NCCCNC(C[C@H]1C=2N(C3=C(C(=N1)C1=CC=C(C=C1)Cl)C(=C(S3)C)C)C(=NN2)C)=O (S)-2-(3-aminoprop-1-yn-1-yl)-N-(3-(2-(4-(4-chlorophenyl)-2,3,9-trimethyl-6H-thieno[3,2-f][1,2,4]triazolo[4,3-a][1,4]diazepin-6-yl)acetamido)propyl)oxazole-5-carboxamide